4-(4-((5-chloro-2-methyl-6-(2H-1,2,3-triazol-2-yl)pyridin-3-yl)carbamoyl)-5-(trifluoromethyl)-1H-pyrazol-1-yl)thieno[2,3-c]pyridine 6-oxide ClC=1C=C(C(=NC1N1N=CC=N1)C)NC(=O)C=1C=NN(C1C(F)(F)F)C1=C2C(=C[N+](=C1)[O-])SC=C2